NCCNC=1C(=NC(=C(N1)C)Br)C(=O)O ((2-aminoethyl)amino)-6-bromo-5-methylpyrazine-2-carboxylic acid